C(C1=CC=CC=C1)N1C[C@H]([C@]2(CC1)NC=C1C=CC=CC1=C2)OCC2=CC=CC=C2 (3R,3'R)-1'-benzyl-3'-(benzyloxy)-2H-spiro[isoquinoline-3,4'-piperidine]